BrC=1C=C(C=CC1)N1C(NN=C1C1=NC2=CC=CC=C2C=C1)=S 4-(3-Bromophenyl)-5-(quinolin-2-yl)-2,4-dihydro-3H-1,2,4-triazole-3-thione